methyl (4R)-4-methyl-2-(2,2,2-trifluoroacetyl)-3,4-dihydro-1H-isoquinoline-7-carboxylate C[C@H]1CN(CC2=CC(=CC=C12)C(=O)OC)C(C(F)(F)F)=O